C(CCC(=O)OCOC=1C=CC(=C2C=CC=NC12)[N+](=O)[O-])(=O)OC(C)(C)C tert-butyl (((5-nitroquinolin-8-yl)oxy)methyl) succinate